cyclopropyl-(3-fluoro-5-methoxy-4-(((6-(piperidin-4-yl)pyridin-2-yl)oxy)methyl)phenyl)methanone C1(CC1)C(=O)C1=CC(=C(C(=C1)OC)COC1=NC(=CC=C1)C1CCNCC1)F